C(C)(=O)C=1C=C(C=C2C(N(C=3N(C12)N=CC3)C)=O)C 9-acetyl-4,7-dimethylpyrazolo[1,5-a]quinazolin-5(4H)-one